O[C@@H](C(=O)NCC1=CC=C(C=C1)OC)C (R)-2-hydroxy-N-(4-methoxybenzyl)propanamide